C1(=CC=CC=C1)C(\C=C\C1=CC=CC=C1)O (E)-1,3-diphenylprop-2-en-1-ol